FC(CN[C@@H](CC=1C(=C(N)C=CC1)C)C)(COC)C 3-((R)-2-((2-fluoro-3-methoxy-2-methylpropyl)amino)propyl)-2-methylaniline